1-(3,3-Dimethylcyclohexyl)ethanone CC1(CC(CCC1)C(C)=O)C